7-hydroxy-3,7-dimethyl-octanol OC(CCCC(CCO)C)(C)C